7-benzyl 5-(tert-butyl) 2-(4-isopropylphenyl)-9-methyl-3,4,5a,6,8,9-hexahydro-2H-1,2,5,7-tetraazabenzo[cd]azulene-5,7-dicarboxylate C(C)(C)C1=CC=C(C=C1)N1N=C2C(CN(CC3C2=C1CCN3C(=O)OC(C)(C)C)C(=O)OCC3=CC=CC=C3)C